4-nitro-N-[5-oxo-1-(4-oxobutyl)pentyl]benzenesulfonamide [N+](=O)([O-])C1=CC=C(C=C1)S(=O)(=O)NC(CCCC=O)CCCC=O